C(C)(C)(C)OC(=O)N1N([C@@H]([C@H](CC1)C)C(=O)O)C(=O)OC(C)(C)C (3S,4S)-1,2-bis(tert-butoxycarbonyl)-4-methylhexahydropyridazine-3-carboxylic acid